5H-cyclopenta[h]quinazoline N1=CN=CC=2CC=C3C(C12)=CC=C3